ClC=1C=C2CCCC(C2=CC1)N 6-chlorotetralin-1-amine